C(C)(C)(C)OC(=O)N1C(CCC1)C1CNCCC1.FC(C(=O)NC1=C(C=CC(=C1)NC(NC1=CC=CC=C1)=O)C)F 2,2-difluoro-N-{2-methyl-5-[(phenylcarbamoyl)amino]phenyl}acetamide tert-butyl-2-(piperidin-3-yl)pyrrolidine-1-carboxylate